benzyl (1-(methylcarbamoyl)-4-oxocyclohexyl)carbamate CNC(=O)C1(CCC(CC1)=O)NC(OCC1=CC=CC=C1)=O